3-(5-(8-(((1R,2S,4R)-1,7,7-trimethylbicyclo[2.2.1]heptane-2-yl)amino)oct-1-yn-1-yl)benzofuran-3-yl)piperidine-2,6-dione C[C@@]12[C@H](C[C@@H](CC1)C2(C)C)NCCCCCCC#CC=2C=CC1=C(C(=CO1)C1C(NC(CC1)=O)=O)C2